(2R,6S)-4-(5-difluoromethanesulfonylpyrimidin-2-yl)-2,6-dimethylpiperazine-1-carbonyl chloride FC(S(=O)(=O)C=1C=NC(=NC1)N1C[C@H](N([C@H](C1)C)C(=O)Cl)C)F